ClC=1C=C(C=CC1F)NC(N([C@@H](C)C1=CNC(C2=CC=CC=C12)=O)CCOC)=O (S)-3-(3-chloro-4-fluorophenyl)-1-(2-methoxyethyl)-1-(1-(1-oxo-1,2-dihydroisoquinolin-4-yl)ethyl)urea